1-{4-[1-(oxetan-3-yl)-1H-pyrazol-4-yl]phenyl}methanamine O1CC(C1)N1N=CC(=C1)C1=CC=C(C=C1)CN